2-(methyl-(4-methyl-[1,1'-biphenyl]-2-yl)amino)-2-oxoacetic acid CN(C(C(=O)O)=O)C1=C(C=CC(=C1)C)C1=CC=CC=C1